1,1-bis(4-hydroxyphenyl)n-dodecane OC1=CC=C(C=C1)C(CCCCCCCCCCC)C1=CC=C(C=C1)O